4-bromo-1-(5-methoxy-3,7-dimethyltricyclo[3.3.1.13,7]dec-1-yl)-5-methyl-1H-pyrazole BrC=1C=NN(C1C)C12CC3(CC(CC(C1)(C3)C)(C2)OC)C